(1aRS,7bSR)-5-{2-[(Z)-3-(azetidin-1-yl)prop-1-enyl]-4-fluorobenzene-sulfonylamino}-1,1a,2,7b-tetrahydro-cyclopropa[c]chromene-4-carboxylic acid N1(CCC1)C\C=C/C1=C(C=CC(=C1)F)S(=O)(=O)NC1=CC=C2[C@@H]3[C@H](COC2=C1C(=O)O)C3 |r|